tert-butyl N-methyl-N-((S)-1-(vinylsulfonyl) pyrrolidine-3-carbonyl)-L-valinate CN([C@@H](C(C)C)C(=O)OC(C)(C)C)C(=O)[C@@H]1CN(CC1)S(=O)(=O)C=C